8-methoxy-N-(propan-2-yl)-7-[3-(pyrrolidin-1-yl)propoxy]-1H,2H,3H-pyrrolo[3,2-c]quinolin-4-amine trifluoroacetate FC(C(=O)O)(F)F.COC1=CC=2C3=C(C(=NC2C=C1OCCCN1CCCC1)NC(C)C)CCN3